C(C)OC(=O)C=1C(=NN(C1)CC(F)F)Cl 3-chloro-1-(2,2-difluoroethyl)-1H-pyrazole-4-carboxylic acid ethyl ester